IC1C(C2=CC=CC(=C2C1)OC)=O iodo-4-methoxy-2,3-dihydro-1H-inden-1-one